O(C)C=1C=2N(C=CC1)N=CN2 8-methoxyl-[1,2,4]triazolo[1,5-a]pyridine